N-Acetyl-galactosamine C(C)(=O)N[C@H]1C(O)O[C@@H]([C@@H]([C@@H]1O)O)CO